tert-butyl 2-[7-[1-[2-nitro-4-(trifluoromethoxy)benzoyl]-3,6-dihydro-2H-pyridin-4-yl]-3H-imidazo[4,5-b]pyridin-2-yl]morpholine-4-carboxylate [N+](=O)([O-])C1=C(C(=O)N2CCC(=CC2)C2=C3C(=NC=C2)NC(=N3)C3CN(CCO3)C(=O)OC(C)(C)C)C=CC(=C1)OC(F)(F)F